3-(4-ethoxyphenyl)-5-(thiophen-2-ylmethylene)thiazolidine-2,4-dione C(C)OC1=CC=C(C=C1)N1C(SC(C1=O)=CC=1SC=CC1)=O